4-bromo-2-(tert-butyl)-5-(2,3-dihydrobenzo[b][1,4]dioxin-6-yl)-1H-imidazole BrC=1N=C(NC1C1=CC2=C(OCCO2)C=C1)C(C)(C)C